BrC1=CC(=C(C=C1)NC(C(=O)C1=C(C=C(C=C1)OC1=CC=NC2=CC(=C(C=C12)C)C)F)=O)F (4-bromo-2-fluorophenyl)-2-(4-((6,7-dimethylquinolin-4-yl)oxy)-2-fluorophenyl)-2-oxoacetamide